BrC1=CC=C(C=C1)C=1C=NOC1C 4-(4-bromophenyl)-5-methylisoxazole